ClC(C1(CC(=NO1)C1=CC=C(C=C1)C=1C=NN(C1)CC)O)(F)F 5-[chloro(difluoro)methyl]-3-[4-(1-ethylpyrazol-4-yl)phenyl]-4H-1,2-oxazol-5-ol